COC1=C2C=CC=C(C2=C(C=C1)/C=N/OC)O 5-methoxy-8-[(1E)-(methoxyimino)methyl]naphthalen-1-ol